C1(CC1)C1=C(C(=NO1)C1=C(C=CC=C1Cl)Cl)CO[C@H]1[C@@H]2CN([C@H](C1)C2)C2=CC(=NN2C)C(=O)OCC ethyl 5-[(1S,4S,5R)-5-[[5-cyclopropyl-3-(2,6-dichlorophenyl)-1,2-oxazol-4-yl]methoxy]-2-azabicyclo[2.2.1]heptan-2-yl]-1-methyl-1H-pyrazole-3-carboxylate